C12CCCC(CC1)N2CC2=CC(=C1CN(C(C1=C2)=O)C2=CC(=CC=C2)C2(COC2)[C@@H](C2=NN=CN2C)F)C(F)(F)F 6-((8-azabicyclo[3.2.1]octan-8-yl)methyl)-2-(3-(3-((S)-fluoro(4-methyl-4H-1,2,4-triazol-3-yl)methyl)oxetan-3-yl)phenyl)-4-(trifluoromethyl)isoindolin-1-one